NC=1NC(=CC(N1)=O)C(C)(C)C 2-amino-6-tert-butyl-1H-pyrimidin-4-one